ClC(OC1=CC=C(C=C1)NC(=O)C=1C=C2C(N(C(C2=C(C1)C1=CC=NN1)(C)C)CCO)=O)(F)F N-(4-(chlorodifluoromethoxy)phenyl)-2-(2-hydroxyethyl)-1,1-dimethyl-3-oxo-7-(1H-pyrazol-5-yl)isoindoline-5-carboxamide